ClC1=CC(=C(CNC(=O)[C@]2(C=3C=CC=NC3[C@H](CC2)O)F)C=C1)F (5S,8S)-N-(4-chloro-2-fluorobenzyl)-5-fluoro-8-hydroxy-5,6,7,8-tetrahydroquinoline-5-carboxamide